2-((1S,3s)-3-(3-aminophenyl)-3-(4-methyl-4H-1,2,4-triazol-3-yl)cyclobutyl)acetonitrile NC=1C=C(C=CC1)C1(CC(C1)CC#N)C1=NN=CN1C